COC=1C=2N(C=CN1)C(=NN2)[C@@H]2C[C@@H](CCC2)NC2=NC=C(C=N2)C(F)(F)F N-[(1R,3S)-3-(8-methoxy-[1,2,4]triazolo[4,3-a]pyrazin-3-yl)cyclohexyl]-5-(trifluoromethyl)pyrimidin-2-amine